C(#N)C1=CC=C(C=C1)C1(CCN(CC1)C(=O)C=1C=CC(=C(C1)NC(=O)N[C@@H]1COCC1)C1CCC1)F (S)-1-(5-(4-(4-cyanophenyl)-4-fluoropiperidine-1-carbonyl)-2-cyclobutylphenyl)-3-(tetrahydrofuran-3-yl)urea